N-(5-(3-(benzo[d][1,3]dioxol-5-yl)ureido)benzo[d]thiazol-2-yl)-4-methylbenzenesulfonamide O1COC2=C1C=CC(=C2)NC(NC=2C=CC1=C(N=C(S1)NS(=O)(=O)C1=CC=C(C=C1)C)C2)=O